C(CCC)CC(=O)[O-].C(CCC)CC(=O)[O-].C(CCC)CC(=O)[O-].[Al+3] aluminum tris(n-butylacetate)